(E)-1-methyl-4-(3,4,5-tris(decyloxy)styryl)pyridine CN1CC=C(C=C1)\C=C\C1=CC(=C(C(=C1)OCCCCCCCCCC)OCCCCCCCCCC)OCCCCCCCCCC